CC1=CC=C(C=C1)S(=O)(=O)N1CC(C(C2=CC(=CC=C12)OC)(C)C)C(F)(F)F 1-(p-toluenesulfonyl)-3-(trifluoromethyl)-4,4-dimethyl-6-methoxy-1,2,3,4-tetrahydroquinoline